BrC1=C(C=CC=C1)C1=CC(=CC=C1)OC 2-bromo-3'-methoxybiphenyl